Lithium ascorbat O=C1C(O)=C([O-])[C@H](O1)[C@@H](O)CO.[Li+]